N-(5-(3-chloropropionamido)-2-methylpyridin-3-yl)-2-(1-(2-methoxyethyl)-3,5-dimethyl-1H-pyrazol-4-yl)pyrazolo[5,1-b]Thiazole-7-carboxamide ClCCC(=O)NC=1C=C(C(=NC1)C)NC(=O)C=1C=NN2C1SC(=C2)C=2C(=NN(C2C)CCOC)C